C(=O)O.C(=O)O.C(=O)O.O[C@@H]1CC[C@H](CC1)N1C(C=2C=C(C=CC2C2=C1N=C(N=C2)NCCCC(F)(F)F)CN2CCN(CC2)C)=O trans-5-(4-hydroxycyclohexyl)-8-((4-methylpiperazin-1-yl)methyl)-3-((4,4,4-trifluorobutyl)amino)pyrimido[4,5-c]isoquinolin-6(5H)-one Triformate Salt